C(C)OC=1C(=C2C(=NC1)NC=C2C(=O)C2=C(C=C(C=C2)OC2=CC=CC=C2)F)N[C@H]2CO[C@@H](CC2)CO (5-ethoxy-4-(((3R,6S)-6-(hydroxymethyl)tetrahydro-2H-pyran-3-yl)amino)-1H-pyrrolo[2,3-b]pyridin-3-yl)(2-fluoro-4-phenoxyphenyl)methanone